tert-butyl 8-oxo-3,4,5,8,9,10,11,12-octahydroazepino[3',4':3,4]pyrazolo[1,5-a][1,4]diazepine-2(1H)-carboxylate O=C1NCCCC=2C1=NN1C2CN(CCC1)C(=O)OC(C)(C)C